CC1=NC2=CC=CC(=C2C(N1)=O)NCC=1SC(=CN1)CN1CCOCC1 2-methyl-5-(((5-(morpholinomethyl)thiazol-2-yl)methyl)amino)-4-oxoquinazolin